BrC=1C=C(C=CC1)C(C(=O)NNC(NC)=S)C1CCC1 2-(2-(3-bromophenyl)-2-cyclobutylacetyl)-N-methylhydrazine-1-thiocarboxamide